(1S)-1-(6-cyclopropyl-4-(2-methyl-2H-pyrazolo[3,4-b]pyridin-5-yl)thieno[2,3-b]pyridin-2-yl)ethanol C1(CC1)C1=CC(=C2C(=N1)SC(=C2)[C@H](C)O)C2=CC=1C(N=C2)=NN(C1)C